N,N-dimethyl-3-(4-(2-(trifluoromethyl)phenyl)piperidine-1-carbonyl)-1,4,6,7-tetrahydro-5H-pyrazolo[4,3-c]pyridine-5-carboxamide CN(C(=O)N1CC2=C(CC1)NN=C2C(=O)N2CCC(CC2)C2=C(C=CC=C2)C(F)(F)F)C